CC1(C2C(N(C(C12)=O)CC1=CC2=NC=CC(=C2S1)C1=NC(=CC(=C1CN1C[C@H](CC1)NC)C)C(F)(F)F)=O)C 6,6-dimethyl-3-((7-(4-methyl-3-(((S)-3-(methylamino)pyrrolidin-1-yl)methyl)-6-(trifluoromethyl)pyridin-2-yl)thieno[3,2-b]pyridin-2-yl)methyl)-3-azabicyclo[3.1.0]hexane-2,4-dione